ClC1=C(C=C(C=C1)C)N1/C(/SCC1=O)=N/C(=O)NOCC1=CC=C(C=C1)C1=NN(C=N1)C1=CC=C(C=C1)OC(F)(F)F (Z)-1-(3-(2-chloro-5-methylphenyl)-4-oxothiazolidine-2-ylidene)-3-((4-(1-(4-(trifluoromethoxy)phenyl)-1H-1,2,4-triazol-3-yl)benzyl)oxy)urea